S=C1N(C2=C(C=NC(=C2)C2=NN(C=N2)COCC[Si](C)(C)C)N1)[C@H]1C[C@H](CCC1)NC(OC(C)(C)C)=O tert-butyl ((1S,3R)-3-(2-thioxo-6-(1-((2-(trimethylsilyl)ethoxy)methyl)-1H-1,2,4-triazol-3-yl)-2,3-dihydro-1H-imidazo[4,5-c]pyridin-1-yl)cyclohexyl)carbamate